N(=[N+]=[N-])CCCCN(C1=NC2=C(C(=C(C=C2C(=N1)N1CCN(CC1)C(=O)OC(C)(C)C)Cl)Br)F)C tert-butyl 4-[2-[4-azidobutyl (methyl)amino]-7-bromo-6-chloro-8-fluoro-quinazolin-4-yl]piperazine-1-carboxylate